bromo-3,4-dichloro-2-methyl-1,5-naphthyridine BrC=1N=C2C(=C(C(=NC2=CC1)C)Cl)Cl